Benzyl (R)-allyl(1-(2-bromo-5-chlorophenyl)but-3-en-1-yl)carbamate C(C=C)N(C(OCC1=CC=CC=C1)=O)[C@H](CC=C)C1=C(C=CC(=C1)Cl)Br